(5-(1-(2,6-dichlorophenyl)azetidin-3-yl)-7-fluoro-2,3-dihydro-1H-inden-1-yl)piperidine-4-carboxylic acid ClC1=C(C(=CC=C1)Cl)N1CC(C1)C=1C=C2CCC(C2=C(C1)F)N1CCC(CC1)C(=O)O